CO\N=C\C=1C(=C2C(NC(=NN2C1CCC)C1=C(C=CC(=C1)S(=O)(=O)N1CCN(CC1)C)OCCC)=O)C (E)-5-Methyl-2-(5-((4-methylpiperazin-1-yl)sulfonyl)-2-propoxyphenyl)-4-oxo-7-propyl-3,4-dihydropyrrolo[2,1-f][1,2,4]triazin-6-carbaldehyd-O-methyloxim